BrC1=CC(=C(C=C1)OC(F)(F)F)[N+](=O)[O-] 4-bromo-2-nitro-trifluoromethoxybenzene